CC(CC(=O)C1=C(C(=C(OCC2=CC=C(C=N2)C=2C(=C(C(=O)OC)C=CC2)OC)C=C1)C)O)(C)C methyl 3-(6-((4-(3,3-dimethylbutanoyl)-3-hydroxy-2-methylphenoxy)methyl)pyridin-3-yl)-2-methoxybenzoate